(S)-N2-(2,4-Dichlorobenzyl)-5-oxo-N1-(2,4,6-trimethylphenyl)pyrrolidine-1,2-dicarboxamide ClC1=C(CNC(=O)[C@H]2N(C(CC2)=O)C(=O)NC2=C(C=C(C=C2C)C)C)C=CC(=C1)Cl